5-Chloro-1-(1-methyl-1H-pyrazol-4-yl)-6-(4,4,5,5-tetramethyl-1,3,2-dioxaborolan-2-yl)-1H-indazole ClC=1C=C2C=NN(C2=CC1B1OC(C(O1)(C)C)(C)C)C=1C=NN(C1)C